[(p-methoxyphenyl)methyl]cyclopropylamine COC1=CC=C(C=C1)CNC1CC1